FC(F)(F)C1C(CCC1)=O trifluoromethyl-cyclopentanone